ClC=CCO\N=C(\CC=1C(CC(CC1O)CC(C)SCC)=O)/C 2-[(E)-3-chloroallyloxyimino]propyl-5-[2-(ethylthio)propyl]-3-hydroxycyclohex-2-enone